(R)-2-(7-(2,4-dimethoxybenzyl)-8-methyl-5,6,7,8-tetrahydro-[1,2,4]triazolo[4,3-a]pyrazin-3-yl)benzo[d]thiazole-6-carbonitrile COC1=C(CN2[C@@H](C=3N(CC2)C(=NN3)C=3SC2=C(N3)C=CC(=C2)C#N)C)C=CC(=C1)OC